1-(4-bromo-2-fluoro-3-methoxyphenyl)ethanone BrC1=C(C(=C(C=C1)C(C)=O)F)OC